(R)-(+)-2-(methoxymethyl)pyrrolidine COC[C@H]1CCCN1